C(C)(C)(C)C1=CC=C(C=C1)C(=O)C12[C@@H](CC(C1)(C2)C2=CC=CC=C2)C2=NC=CC=C2 (4-(tert-butyl)phenyl)((1R,2R,4S)-4-phenyl-2-(pyridin-2-yl)bicyclo[2.1.1]hexan-1-yl)methanone